aniline carbon [C].NC1=CC=CC=C1